CN1C(=CC=C1C1=CC=C(C=C1)N)C1=CC=C(C=C1)N 4,4'-(1-methyl-1H-pyrrole-2,5-diyl)bis[benzenamine]